FC(C(=O)O)(F)F.N[C@@H]1C[C@H](CCC1)CNC1=NN(C(=C1)C1=CC(=C(C#N)C=C1)F)C1=CC=C(C=C1)N1CCC(CC1)OC(C)C 4-(3-((((1S,3S)-3-aminocyclohexyl)-methyl)amino)-1-(4-(4-isopropoxypiperidin-1-yl)phenyl)-1H-pyrazol-5-yl)-2-fluorobenzonitrile 2,2,2-trifluoroacetate